[Cl-].[Cl-].C(C1=CC=CC=C1)C(=[Zr+2](C1=C(C(=CC=2C3=CC(=C(C=C3CC12)C)C(C)(C)C)C(C)(C)C)C)C1C=CC=C1)C(C)(C)C1=CC=CC=C1 (benzyl)(cumyl)methylene(cyclopentadienyl)(2,7-dimethyl-3,6-di-tert-butylfluorenyl)zirconium dichloride